6-chloro-3-(((R)-1-(2-cyano-3-(4-((R)-1-hydroxyethyl)piperidin-1-yl)-7-methylquinoxalin-5-yl)ethyl)amino)picolinic acid ClC1=CC=C(C(=N1)C(=O)O)N[C@H](C)C1=C2N=C(C(=NC2=CC(=C1)C)C#N)N1CCC(CC1)[C@@H](C)O